ClC1=CC(=C2N=CC(=NC2=C1)OC)C=1SC2=C(N1)C=C(C1=C2[C@@H]([C@H](O1)CO)C)F ((7S,8S)-2-(7-chloro-2-methoxyquinoxalin-5-yl)-5-fluoro-8-methyl-7,8-dihydrobenzofuro[5,4-d]thiazol-7-yl)methanol